1-(1-hydroxypropan-2-yl-2-d)-3-(trifluoromethyl)-5-((2-(trimethylsilyl)ethoxy)methyl)-1,5-dihydro-4H-pyrrolo[2,3-d]pyridazin-4-one OCC(C)([2H])N1C=C(C2=C1C=NN(C2=O)COCC[Si](C)(C)C)C(F)(F)F